oct-3-en CCC=CCCCC